1-ethylchloro-2-methylimidazole C(C)N1C(=NC(=C1)Cl)C